FC1(CC(C1)NC(=O)C=1C=CC2=C(C=3N(CCO2)C=NC3)C1)C N-(3-fluoro-3-methylcyclobutyl)-5,6-dihydrobenzo[f]imidazo[1,5-d][1,4]oxazepine-10-carboxamide